C(C)(C)(C)OC([C@H](CCN(C(CCl)=O)[C@H](C(C)(C)C)C=1N(C=C(N1)C1=C(C=CC(=C1)F)F)CC1=CC=CC=C1)NC(=O)OC(C)(C)C)=O tert-Butyl-(2S)-4-[{(1R)-1-[1-benzyl-4-(2,5-difluorophenyl)-1H-imidazol-2-yl]-2,2-dimethylpropyl}(chloroacetyl)amino]-2-[(tert-butoxycarbonyl)amino]butanoate